4-cyclohexene-1,2-dicarboximide C12C(CC=CC1)C(NC2=O)=O